6-[(1R)-3-(3-benzyloxypropoxy)-1-methyl-propoxy]-4-methyl-pyridin-3-amine C(C1=CC=CC=C1)OCCCOCC[C@H](OC1=CC(=C(C=N1)N)C)C